Allyl (6aS)-3-(benzyloxy)-6-hydroxy-2-methoxy-12-oxo-8-(pyrimidin-5-yl)-6,6a,9,10-tetrahydrobenzo[e]pyrido[1,2-a][1,4]diazepine-5(12H)-carboxylate C(C1=CC=CC=C1)OC=1C(=CC2=C(N(C([C@H]3N(C2=O)CCC(=C3)C=3C=NC=NC3)O)C(=O)OCC=C)C1)OC